1-Bromo-3-cyclopropylimidazo[1,5-a]pyrazine BrC=1N=C(N2C1C=NC=C2)C2CC2